C(C)(C)(C)OC(NCCOCCCN=[N+]=[N-])=O tert-butyl(2-(3-azidopropoxy) ethyl)carbamate